ClC1=CC(=C(CN2C=CC=3C2=NC(=CC3)C3CCN(CC3)CC3=NC2=C(N3C)C=C(C=C2OC(F)F)C(=O)O)C=C1)F 2-((4-(1-(4-Chloro-2-fluorobenzyl)-1H-pyrrolo[2,3-b]pyridin-6-yl)piperidin-1-yl)methyl)-4-(difluoromethoxy)-1-methyl-1H-benzo[d]imidazole-6-carboxylic acid